BrC1C(C2=CC=CC=C2CC1)=O bromo-tetralone